1-benzoyl-N-(6-(1,2-dimethyl-1H-imidazol-5-yl)isoquinolin-3-yl)piperidine-4-carboxamide C(C1=CC=CC=C1)(=O)N1CCC(CC1)C(=O)NC=1N=CC2=CC=C(C=C2C1)C1=CN=C(N1C)C